FC(OC1=C(C(=O)NCC2=NNC(=N2)C2=C(C=CC=C2)OC)C=CC=C1)F 2-(difluoromethoxy)-N-((5-(2-methoxyphenyl)-1H-1,2,4-triazol-3-yl)methyl)benzamide